FC(C1CCC(CC1)NC(=O)C1CCN(CC1)C(=O)C1=NN(C(=C1)C1=CC(=NC=C1F)OC)C1OCCCC1)F N-[4-(difluoromethyl)cyclohexyl]-1-[5-(5-fluoro-2-methoxypyridin-4-yl)-1-(oxan-2-yl)pyrazole-3-carbonyl]piperidine-4-carboxamide